5-((2-bromo-5-isopropylpyridin-4-yl)oxy)-N4-methyl-pyrimidine-2,4-diamine BrC1=NC=C(C(=C1)OC=1C(=NC(=NC1)N)NC)C(C)C